COC1=NC=C(C=N1)CN1CCC(CC1)C=1C=CC=2C(N(C3=CC=CC1C23)C2CNCCC2)=O 3-[5-[1-[(2-methoxypyrimidin-5-yl)methyl]-4-piperidyl]-2-oxo-benzo[cJ]indol-1-yl]piperidine